CC1=CC(=NC=2NC(NC(C21)=O)=O)C=2C=C(C=CC2)C 5-methyl-7-(m-tolyl)pyrido[2,3-d]pyrimidine-2,4(1H,3H)-dione